(1R,3S,5R)-2-(2-(4-amino-6,8-dimethyl-9H-pyrimido[4,5-b]indol-9-yl)acetyl)-N-(6-bromopyridin-2-yl)-5-methyl-2-azabicyclo[3.1.0]hexane-3-carboxamide NC1=NC=NC=2N(C3=C(C=C(C=C3C21)C)C)CC(=O)N2[C@@H]1C[C@@]1(C[C@H]2C(=O)NC2=NC(=CC=C2)Br)C